2-([(2S)-1,4-dioxan-2-yl]methyl)-4,4-dimethyl-8-(trifluoromethyl)-4,5-dihydro-2H-furo[2,3-g]indazole-7-carboxylic acid O1[C@H](COCC1)CN1N=C2C3=C(CC(C2=C1)(C)C)OC(=C3C(F)(F)F)C(=O)O